CC1([C@@H](COC1)N1C(=NC2=C1C=C(C=C2)C(=O)O)CC2=C(C=C(C(=C2)C)C2=NC(=CC=C2)OCC=2SC(=NN2)OCC)F)C (S)-1-(4,4-dimethyltetrahydrofuran-3-yl)-2-(4-(6-((5-ethoxy-1,3,4-thiadiazol-2-yl)methoxy)pyridin-2-yl)-2-fluoro-5-methylbenzyl)-1H-benzo[d]imidazole-6-carboxylic acid